C(N)(=O)C1=C(C2=C(NC(=N2)C=2C3=C(SC2C(=O)OCC)C=CC=C3OC)C=C1)OC Ethyl 3-(5-carbamoyl-4-methoxy-1H-benzo[d]imidazol-2-yl)-4-methoxybenzo[b]thiophene-2-carboxylate